2-[6-amino-5-[8-[2-[3-(3-morpholinopyrrolidin-1-yl)prop-1-ynyl]-4-pyridyl]-3,8-diazabicyclo[3.2.1]octan-3-yl]pyridazin-3-yl]phenol NC1=C(C=C(N=N1)C1=C(C=CC=C1)O)N1CC2CCC(C1)N2C2=CC(=NC=C2)C#CCN2CC(CC2)N2CCOCC2